dodecyltrimethylammonium bromide salt [Br-].C(CCCCCCCCCCC)[N+](C)(C)C